[Si]([O-])([O-])([O-])[O-].[Al+3].[Ca+2].[Fe+2].FC(OC1=CC=2N=CN=C(C2N=C1C1C(C1)(C(=O)N)C(F)(F)F)C=1C(=NN(C1)C)C1=CC=CC=C1)F (7-(difluoromethoxy)-4-(1-methyl-3-phenyl-1H-pyrazol-4-yl)pyrido[3,2-d]pyrimidin-6-yl)-1-(trifluoromethyl)cyclopropane-1-carboxamide iron-calcium aluminum silicate